P(=O)([O-])([O-])O Hydrophosphate